COCCC1=NOC=C1 (2-methoxyethyl)isoxazole